N-[5-(1H-benzimidazol-2-yl)-1-[(4-methoxyphenyl)methyl]-pyrazol-3-yl]-3-chloro-4-(2-methoxyethoxy)benzamide N1C(=NC2=C1C=CC=C2)C2=CC(=NN2CC2=CC=C(C=C2)OC)NC(C2=CC(=C(C=C2)OCCOC)Cl)=O